N-(4-(chlorodifluoromethoxy)phenyl)-6-(4-(piperazin-1-yl)piperidin-1-yl)-5-(1H-pyrazol-3-yl)nicotinamide ClC(OC1=CC=C(C=C1)NC(C1=CN=C(C(=C1)C1=NNC=C1)N1CCC(CC1)N1CCNCC1)=O)(F)F